N1=CC=C(C2=C1NC1=C(O2)C=CC=C1)OC1=CC=C(C=C1)NC(=O)C1(CC1)C(=O)NC=1C=NC=CC1 N-(4-((10H-benzo[b]pyrido[2,3-e][1,4]oxazin-4-yl)oxy)phenyl)-N'-(pyridin-3-yl)cyclopropane-1,1-dicarboxamide